C(CC)(=O)O[C@@H]1[C@@H](O[C@H]([C@H]([C@H]1OC(CC)=O)OC(CC)=O)C)O (2R,3S,4R,5R,6S)-2-hydroxy-6-methyltetrahydro-2H-pyran-3,4,5-triyl tripropionate